(1-(2-(difluoromethoxy)-4-fluorobenzyl)-1H-pyrazol-4-yl)((S)-2-((S)-2,2-dimethylcyclopropane-1-carbonyl)-8-(hydroxymethyl)-2,6-diazaspiro[3.4]octan-6-yl)methanone FC(OC1=C(CN2N=CC(=C2)C(=O)N2CC3(CN(C3)C(=O)[C@@H]3C(C3)(C)C)[C@@H](C2)CO)C=CC(=C1)F)F